OC1=C(C=C(C=C1)C(C)(C)C1=CC(=C(C=C1)O)CC=C)CC=C 2,2-bis(4-Hydroxy-3-allylphenyl)propane